(5-bromo-6-methylpyridin-2-yl)-3-methyl-4-(((tetrahydro-2H-pyran-2-yl)oxy)methyl)isoxazole BrC=1C=CC(=NC1C)C1=C(C(=NO1)C)COC1OCCCC1